N1(N=NC2=C1C=CC=C2)CN(C(=O)[C@H]2N(CCC2)S(=O)(=O)C2=C(C(=CC(=C2)F)Cl)C)C2=CC=CC=C2 (S)-N-((1H-Benzo[d][1,2,3]triazol-1-yl)methyl)-1-((3-chloro-5-fluoro-2-methylphenyl)sulfonyl)-N-phenylpyrrolidine-2-carboxamide